3-methyl-4-[(1R,4R)-5-methyl-2,5-diazabicyclo[2.2.1]heptan-2-yl]aniline CC=1C=C(N)C=CC1N1[C@H]2CN([C@@H](C1)C2)C